3-(3-(4-(2-((3-((tert-butyldimethylsilyl)oxy)-4-(1,3-dioxolan-2-yl)benzyl)amino)ethyl)phenyl)-5-(3-morpholinophenyl)-3H-imidazo[4,5-b]pyridin-2-yl)pyridin-2-amine [Si](C)(C)(C(C)(C)C)OC=1C=C(CNCCC2=CC=C(C=C2)N2C(=NC=3C2=NC(=CC3)C3=CC(=CC=C3)N3CCOCC3)C=3C(=NC=CC3)N)C=CC1C1OCCO1